ClC=1C=C(C=CC1Cl)N1[C@H](O[C@@H](C1)CO)C(F)(F)F ((2R,5S)-3-(3,4-dichlorophenyl)-2-(trifluoromethyl)oxazolidin-5-yl)methanol